4-((4-Cyclopropyl-5-fluoro-2-(N-methylmethanesulfonamido)phenyl)amino)-N-ethoxy-6-((5-fluoro-4-Methylpyridin-2-yl)amino)nicotinamide C1(CC1)C1=CC(=C(C=C1F)NC1=CC(=NC=C1C(=O)NOCC)NC1=NC=C(C(=C1)C)F)N(S(=O)(=O)C)C